ClC1=NNC=C1C1=CN=C(N1)[C@@H]1CC[C@@H]2CC(=CCN12)C1=C(C(=CC=C1N1N=NN=C1)Cl)F (3S,8aR)-3-(5-(3-Chloro-1H-pyrazol-4-yl)-1H-imidazol-2-yl)-7-(3-chloro-2-fluoro-6-(1H-tetrazol-1-yl)phenyl)-2,3,8,8a-tetrahydroindolizin